1-((1S,2R,5R)-adamantan-2-yl)-3-(4-(piperidine-1-carbonyl)phenyl)urea C12C(C3CC(CC(C1)C3)C2)NC(=O)NC2=CC=C(C=C2)C(=O)N2CCCCC2